ClC=1N=C(C2=C(N1)CN(CC2)C(=O)OC(C)(C)C)N2CC=1N(CCC2)N=C(C1)C(N(C)C)=O tert-butyl 2-chloro-4-[2-(dimethylcarbamoyl)-4,6,7,8-tetrahydropyrazolo[1,5-a][1,4]diazepin-5-yl]-6,8-dihydro-5H-pyrido[3,4-d]pyrimidine-7-carboxylate